3-(5-bromo-2-oxopyrrolo[2,3,4-de]isoquinolin-1(2H)-yl)piperidine-2,6-dione BrC1=CC=C2C=3C(=CN=CC13)N(C2=O)C2C(NC(CC2)=O)=O